[O-]C#N.N(=C=O)CC1(CC(CC(C1)(C)C)C)C(=C(C(=O)[O-])C)CCO isocyanatomethyl-3,5,5-trimethylcyclohexyl(2-hydroxyethyl methacrylate) cyanate